6-chloro-3-(4-methoxyphenoxy)-2-phenylquinoline ClC=1C=C2C=C(C(=NC2=CC1)C1=CC=CC=C1)OC1=CC=C(C=C1)OC